tert-Butyl 4-[4-(1-aminopropan-2-yl)-2,5-difluorophenyl]piperazine-1-carboxylate NCC(C)C1=CC(=C(C=C1F)N1CCN(CC1)C(=O)OC(C)(C)C)F